1-methoxy-4-(methoxy-d3)-2-methylbenzene COC1=C(C=C(C=C1)OC([2H])([2H])[2H])C